benzyl 3-(hydroxymethyl)-2-oxa-5-azabicyclo[4.1.0]heptane-5-carboxylate OCC1OC2CC2N(C1)C(=O)OCC1=CC=CC=C1